5-cyclopentyl-1,3-dioxane C1(CCCC1)C1COCOC1